F[C@@H]1[C@@H]2CC[C@H](C[C@H]1C(=C)C1=CC=C(N=N1)C1=C(C=C(C=C1)N1N=C(N=N1)C)O)N2 2-(6-(1-((1S,2S,3S,5R)-2-fluoro-8-azabicyclo[3.2.1]octan-3-yl)vinyl)pyridazin-3-yl)-5-(5-methyl-2H-tetrazol-2-yl)phenol